C(C)(C)(C)OC(=O)N1C[C@H](CC1)[C@@H](C(=O)OC(C)(C)C)CC1=CC(=CC=C1)COC1=CC(=CC=C1)O (3R)-3-[(1S)-2-tert-butoxy-1-[[3-[(3-hydroxyphenoxy)methyl]phenyl]methyl]-2-oxoethyl]pyrrolidine-1-carboxylic acid tert-butyl ester